5-maleimido-1-naphthol C1(C=CC(N1C1=C2C=CC=C(C2=CC=C1)O)=O)=O